COC(C1=C(C=C(C=C1\C=C\C1CCN(CC1)C(CCC)=O)OC)OC)=O (E)-2,4-dimethoxy-6-[2-(1-butyrylpiperidin-4-yl)ethenyl]benzoic acid methyl ester